FC=1C=C(C=CC1)C1=NOC(C1)(C(=O)N[C@@H]1C[C@@H](OC1)C(=O)OC(C)C)C |o1:15,17| isopropyl rel-(2R,4R)-4-[[3-(3-fluorophenyl)-5-methyl-4H-isoxazole-5-carbonyl]amino]tetrahydrofuran-2-carboxylate